copper potassium rubidium cesium ferrocyanide [Fe-4](C#N)(C#N)(C#N)(C#N)(C#N)C#N.[Cs+].[Rb+].[K+].[Cu+2]